C(C)(=O)N(C(C)=O)[Sn] (diacetylamino)tin